ClC=1C=C2C(=CC(=NC2=CC1)C(F)(F)F)N[C@@H]1C[C@@H](CCC1)NC(=O)C=1N(C(=NC1)OC)C N-[(1R,3S)-3-[[6-chloro-2-(trifluoromethyl)-4-quinolyl]amino]-cyclohexyl]-2-methoxy-3-methyl-imidazole-4-carboxamide